C(CCCCCCCCCCC)C1C2C=CC(C1CCCCCCCCCCCC)C2 5,6-didodecylnorbornene